C(C)OC(=O)C1OCC(CO1)=O 5-oxo-1,3-dioxane-2-carboxylic acid ethyl ester